3-((4-(5-(2-cyclopentylethyl)-1,2,4-oxadiazol-3-yl)-2-nitrophenyl)amino)-1-morpholinopropan-1-one C1(CCCC1)CCC1=NC(=NO1)C1=CC(=C(C=C1)NCCC(=O)N1CCOCC1)[N+](=O)[O-]